[I].CC[C@](C(=O)OCC=1[C@@H]2C([C@H]([C@H](C1)C1=C(C=C(C=C1OC)[Si](C)(C)CCCCCC)OC)C2)(C)C)(C2=CC=CC=C2)NC(CN=[N+]=[N-])=O ((1S,4S,5S)-4-(4-(hexyldimethylsilyl)-2,6-dimethoxyphenyl)-6,6-dimethylbicyclo[3.1.1]hept-2-en-2-yl)methanol Methyl-(R)-2-(2-azidoacetamido)-2-phenylpropanoate iodine